4-(5-methoxy-1H-benzo(d)imidazol-6-yl)-6-methylnicotinic acid COC1=CC2=C(NC=N2)C=C1C1=CC(=NC=C1C(=O)O)C